6-(3-aminopropyl)-N-methylpyridin-2-amine NCCCC1=CC=CC(=N1)NC